(±)-5,10,15-tris(3-hydroxyphenyl)-20-[4-((2-(4-hydroxyphenyl)-1,3-dioxolan-4-yl)-methoxy)tetrafluorophenyl]porphyrin OC=1C=C(C=CC1)C=1C2=CC=C(N2)C(=C2C=CC(C(=C3C=CC(=C(C=4C=CC1N4)C4=CC(=CC=C4)O)N3)C3=CC(=CC=C3)O)=N2)C2=C(C(=C(C(=C2F)F)OCC2OC(OC2)C2=CC=C(C=C2)O)F)F